CC1=CCCCC1 2-methyl-1-cyclohexene